ClC1=CC=C2C(=C1)NC(C21N(C(C=2N=C(N(C21)C(C)C)C=2C(=NC(=NC2)OC)OC)=O)C2=CC(=CC(=C2)F)Cl)=O 6-chloro-5'-(3-chloro-5-fluorophenyl)-2'-(2,4-dimethoxypyrimidin-5-yl)-3'-isopropyl-3'H-spiro[indoline-3,4'-pyrrolo[3,4-d]imidazole]-2,6'(5'H)-dione